CC=1SC(=C(N1)C)C=1C=CC(N(N1)CC1CCN(CC1)C1=NC(=CC=C1)C(F)(F)F)=O 6-(2,4-dimethylthiazol-5-yl)-2-((1-(6-(trifluoromethyl)pyridin-2-yl)piperidin-4-yl)methyl)pyridazin-3(2H)-one